FC(C(=O)O)F.N1=CC=CC=C1 pyridine difluoroacetate